C(C)(C)(C)OC(C(C)N=CC1=CC=C(C=C1)Cl)=O 2-[(4-chlorobenzyliden)amino]propanoic acid tert-butyl ester